ClC1=CC=C(C(=N1)C1=CC=C(C(=O)O)C=C1)NC(C)C=1C=2C3=C(N(C(C2C=C(C1)C)=O)C)N(N=C3)CC 4-(6-chloro-3-((1-(3-ethyl-4,7-dimethyl-5-oxo-4,5-dihydro-3H-pyrazolo[3,4-c]isoquinolin-9-yl)ethyl)amino)pyridin-2-yl)benzoic acid